Cl.N1=C(C=CC=C1)SNCCS (2-pyridylthio)cysteamine hydrochloride